C(C)[C@]1(C(OCC=2C(N3CC=4C(=NC=5C=C(C(=CC5C4CCCNC(C)C)C)F)C3=CC21)=O)=O)O (S)-4-ethyl-8-fluoro-4-hydroxy-11-(3-isopropylaminopropyl)-9-methyl-1,12-dihydro-14H-pyrano[3',4':6,7]indolizino[1,2-b]quinolin-3,14(4H)-dione